C(CCCCCCCC)C(C(=O)[O-])(C(=O)[O-])CCCCCCCCC.[Ca+2] calcium 2,2-dinonylmalonate